5-N-cyclopropyl-6-{[3-(5-formylpyridin-2-yl)phenyl]amino}imidazo[1,2-b]pyridazine-3-carboxamide C1(CC1)N1N2C(=CC=C1NC1=CC(=CC=C1)C1=NC=C(C=C1)C=O)N=CC2C(=O)N